2-chloro-1-(chloromethyl)-4-fluorobenzene ClC1=C(C=CC(=C1)F)CCl